5-(4-fluorobenzoyl)amino-3-(1-(tert-butyl)piperidin-4-yl)-1H-indole FC1=CC=C(C(=O)NC=2C=C3C(=CNC3=CC2)C2CCN(CC2)C(C)(C)C)C=C1